N-(6-(2-fluoro-4-(piperidin-4-yl)phenyl)quinolin-4-yl)benzo[d]thiazol-5-amine FC1=C(C=CC(=C1)C1CCNCC1)C=1C=C2C(=CC=NC2=CC1)NC=1C=CC2=C(N=CS2)C1